C(CCCCCCCCCCCCCCCCCCCCC)NC(=O)C=1C(NC(N(C1)[C@H]1CN(C[C@H](C1)CO)C(C1=CC=CC=C1)(C1=CC=CC=C1)C1=CC=CC=C1)=O)=O N-docosyl-1-((3R,5S)-5-(hydroxymethyl)-1-tritylpiperidin-3-yl)-2,4-dioxo-1,2,3,4-tetrahydropyrimidine-5-carboxamide